2-(trimethylstannyl)isonicotinonitrile C[Sn](C=1C=C(C#N)C=CN1)(C)C